[Li].ClC1=CC=C(C(=N1)OC)N[C@H](C)C1=CC(=CC=2C(C(=C(OC21)C=2C=NC=CC2)C)=O)C 8-[(1R)-1-[(6-chloro-2-methoxy-3-pyridinyl)amino]ethyl]-3,6-dimethyl-2-(3-pyridinyl)benzopyran-4-one lithium